C(OC[C@@H]1CC[C@H](CC1)CN1CCC(=CC1)C1=C(C=C(C=C1)[N+](=O)[O-])F)(OC1=CC=C(C=C1)[N+](=O)[O-])=O trans-(4-((4-(2-fluoro-4-nitrophenyl)-3,6-dihydropyridin-1(2H)-yl)methyl)cyclohexyl)methyl (4-nitrophenyl) carbonate